2-(2-aminoethyl)-N-[(3-fluoropyridin-2-yl)methyl]-1,3-oxazole NCCC1OC=CN1CC1=NC=CC=C1F